ONC(CCCOC1=C(C=CC(=C1)N(CCC)C1=NC(=NC2=CC=CC=C12)C)OC)=O N-hydroxy-4-(2-methoxy-5-((2-methyl-4-quinazolinyl)(propyl)amino)phenoxy)butanamide